4-Fluoro-N-methylamphetamine FC1=CC=C(CC(NC)C)C=C1